C(CCCCC)C(C(=O)OCCCCCC(CCCCCOC(CN(C)C(C(CCCCCCCC)CCCCCC)=O)=O)N(C)CCCCO)CCCCCCCC 11-((N-(2-hexyldecanoyl)-N-methylglycyl)oxy)-6-((4-hydroxybutyl)(methyl)amino)-undecyl 2-hexyl-decanoate